C(C1=CC=CC=C1)OC[C@H](C(=O)OC)OC1=CC=C2C(=CC(OC2=C1)=O)C1=C(C=C(C=C1)F)Cl methyl (R)-3-(benzyloxy)-2-((4-(2-chloro-4-fluorophenyl)-2-oxo-2H-chromen-7-yl)oxy)propanoate